p-isononyl-phenol C(CCCCCC(C)C)C1=CC=C(C=C1)O